methyl (3S)-3-(((4-amino-1-methyl-1H-pyrazolo[4,3-c]quinolin-8-yl)carbonyl)(methyl)amino)-2,3-dihydro-1-benzofuran-6-carboxylate NC1=NC=2C=CC(=CC2C2=C1C=NN2C)C(=O)N([C@@H]2COC1=C2C=CC(=C1)C(=O)OC)C